CC1(OB(OC1(C)C)/C=C/C1=C(C(=CC=C1)C(F)(F)F)O)C 2-[(E)-2-(4,4,5,5-tetramethyl-1,3,2-dioxaborolan-2-yl)vinyl]-6-(trifluoromethyl)phenol